C1(CCCCC1)NCC(=O)O 2-(N-cyclohexylamino)ethanic acid